di(aziridin-1-yl)phosphinic acid (R)-5-nitro-4-(3-(piperidine-1-carbonyl) phenoxy)-2,3-dihydro-1H-inden-1-yl ester [N+](=O)([O-])C=1C(=C2CC[C@H](C2=CC1)OP(=O)(N1CC1)N1CC1)OC1=CC(=CC=C1)C(=O)N1CCCCC1